3-(2,4-dimethyl-5-nitro-phenyl)-4,5,6,6a-tetrahydro-3aH-cyclopenta[d]isoxazole CC1=C(C=C(C(=C1)C)[N+](=O)[O-])C1=NOC2C1CCC2